(R)-3-amino-N-((6-(3,4-dimethylpiperazin-1-yl)pyridin-2-yl)methyl)-6-(3-methylimidazo[1,2-a]pyridin-6-yl)-5-(oxazol-2-yl)pyrazine-2-carboxamide NC=1C(=NC(=C(N1)C=1OC=CN1)C=1C=CC=2N(C1)C(=CN2)C)C(=O)NCC2=NC(=CC=C2)N2C[C@H](N(CC2)C)C